S1C(=NC2=C1C=CC=C2)CN2C(C(=CC=C2)[N+](=O)[O-])=O 1-(benzo[d]thiazol-2-ylmethyl)-3-nitropyridin-2(1H)-one